(2R)-2-fluoro-5-(methoxymethyl)tetrahydro-1H-pyrrolizin F[C@@H]1CC2=CCC(N2C1)COC